N-allyl-N-benzyl-2-bromo-2-methylpropanamide C(C=C)N(C(C(C)(C)Br)=O)CC1=CC=CC=C1